6-bromo-4-(4-(2-(difluoromethyl)benzyl)piperazin-1-yl)-2-oxo-1-(prop-2-yn-1-yl)-1,2-dihydro-1,5-naphthyridine-3-carbonitrile BrC=1N=C2C(=C(C(N(C2=CC1)CC#C)=O)C#N)N1CCN(CC1)CC1=C(C=CC=C1)C(F)F